epsilon-BOC-lysine methyl ester COC([C@@H](N)CCCC(N)C(=O)OC(C)(C)C)=O